COC=1C=C2C(=CC=NC2=CC1OC)NC1=CC(=CC(=C1)OCC1COCC1)OC 6,7-Dimethoxy-N-(3-methoxy-5-((tetrahydrofuran-3-yl)methoxy)phenyl)quinolin-4-amine